FC1=CC=C2C(=NC(=NC2=C1)C)N[C@H](C(=O)O)CCN(CCCCC1=NC=2NCCCC2C=C1)CC(C)(C)OC (S)-2-((7-fluoro-2-methylquinazolin-4-yl)amino)-4-((2-methoxy-2-methylpropyl)(4-(5,6,7,8-tetrahydro-1,8-naphthyridin-2-yl)butyl)amino)butanoic acid